C[C@]1(CC2(CC2=O)CCC1)CN1N=C2C=NC=CC2=C1 2-(((5S)-5-methyl-1-oxospiro[2.5]oct-5-yl)methyl)-2H-pyrazolo[3,4-c]pyridine